3-[1-(3-bromophenyl)-3,3-difluorocyclobutyl]-4-methyl-1,2,4-triazole BrC=1C=C(C=CC1)C1(CC(C1)(F)F)C1=NN=CN1C